Cl.FC1(CC(C1)C(C=C)N)F 1-(3,3-difluorocyclobutyl)prop-2-en-1-amine HCl salt